C(C)C(=CCCO)CCCCCC 4-ethyl-3-decenol